3-Hydroxy-1-methyl-3-(3-(4-(1-tosyl-1H-pyrrolo[2,3-b]pyridin-3-yl)-1H-1,2,3-triazol-1-yl)phenyl)pyrrolidin-2-one OC1(C(N(CC1)C)=O)C1=CC(=CC=C1)N1N=NC(=C1)C1=CN(C2=NC=CC=C21)S(=O)(=O)C2=CC=C(C)C=C2